(S)-5-chloro-2,3-dihydro-1H-inden-1-amine ClC=1C=C2CC[C@@H](C2=CC1)N